Trans-N-(3-amino-2-methoxy-propyl)-4-[[2-chloro-6-[4-[4-[(4R)-4-amino-2-oxo-pyrrolidin-1-yl]phenyl]sulfonylpiperazin-1-yl]-4-pyridyl]-difluoro-methyl]cyclohexanecarboxamide NCC(CNC(=O)[C@@H]1CC[C@H](CC1)C(F)(F)C1=CC(=NC(=C1)N1CCN(CC1)S(=O)(=O)C1=CC=C(C=C1)N1C(C[C@H](C1)N)=O)Cl)OC